potassium p-styrenesulphonate C=CC1=CC=C(C=C1)S(=O)(=O)[O-].[K+]